FC(C=1C=C(C=CC1F)C=1C=C2C(=NC1)C=NN2CC(=O)N2CC(C2)C)F 2-[6-[3-(Difluoromethyl)-4-fluoro-phenyl]pyrazolo[4,3-b]pyridin-1-yl]-1-(3-methylazetidin-1-yl)ethanone